[(2S,4S)-1-[2-(3-chlorophenyl)ethyl]-4-[(4-methanesulfonylphenoxy)methyl]pyrrolidin-2-yl]methanol ClC=1C=C(C=CC1)CCN1[C@@H](C[C@@H](C1)COC1=CC=C(C=C1)S(=O)(=O)C)CO